4-(4-Bromophenyl)-3-methyl-4H-1,2,4-triazole BrC1=CC=C(C=C1)N1C(=NN=C1)C